C1(=CC=CC=C1)C1=NC(=CC(=N1)NC(C(CC)C)=O)C1=CC=CC=C1 N-(2,6-Diphenylpyrimidin-4-YL)-2-methylbutanamide